(2-(trifluoromethyl)phenyl)amine FC(C1=C(C=CC=C1)N)(F)F